N-((6S,7S)-5-(1-cyanocyclobutane-1-carbonyl)-6-((2,3',5'-trifluoro-[1,1'-biphenyl]-3-yl)methyl)-5-azaspiro[2.4]heptan-7-yl)-1-fluoromethanesulfonamide C(#N)C1(CCC1)C(=O)N1CC2(CC2)[C@@H]([C@@H]1CC=1C(=C(C=CC1)C1=CC(=CC(=C1)F)F)F)NS(=O)(=O)CF